(butylamino)-N-methyl-5-nitro-benzenesulfonamide C(CCC)NC1=C(C=C(C=C1)[N+](=O)[O-])S(=O)(=O)NC